N-(4-amino-1H-pyrazolo[4,3-c]pyridin-7-yl)-N'-[[2-(trifluoromethyl)phenyl]methyl]-N'-[[5-(trifluoromethyl)-2-pyridyl]methyl]oxamide NC1=NC=C(C2=C1C=NN2)NC(=O)C(=O)N(CC2=NC=C(C=C2)C(F)(F)F)CC2=C(C=CC=C2)C(F)(F)F